(8-hydroxyquinolinate) gallium [Ga+3].OC=1C=CC=C2C=CC(=NC12)C(=O)[O-].OC=1C=CC=C2C=CC(=NC12)C(=O)[O-].OC=1C=CC=C2C=CC(=NC12)C(=O)[O-]